NC=1N=C(SC1C(C1=CC=C(C=C1)Cl)=O)N(C=1C=NC(=CC1)OC(F)F)C(C(=O)N)C [[4-Amino-5-(4-chlorobenzoyl)thiazol-2-yl]-[6-(difluoromethoxy)-3-pyridyl]amino]propanamid